COC=1C=C2C(=CN=NC2=CC1OC)N1CC(C1)CCNS(=O)(=O)NC([O-])=O N-(2-(1-(6,7-dimethoxycinnoline-4-yl)azetidin-3-yl)ethyl)sulfamoylcarbamate